3-triethoxysilylmethylpropyl acrylate C(C=C)(=O)OCCCC[Si](OCC)(OCC)OCC